OC=1C(C(=CN2N3[C@H](C\C=C/[C@H](N(C(C21)=O)C3)C)C)C(=O)NCC3=C(C=C(C=C3F)F)F)=O (1R,2S,6R,Z)-9-hydroxy-2,6-dimethyl-8,10-dioxo-N-(2,4,6-trifluorobenzyl)-3,6,8,10-tetrahydro-2H-1,7-methanopyrido[1,2-b][1,2,5]triazecine-11-carboxamide